6-((2,5,8,11,14-pentaoxahexadecan-15-yl)oxy)-5'-methyl-4-pentyl-1',2',3',4'-tetrahydro-[1,1'-biphenyl]-2-ol COCCOCCOCCOCCOC(C)OC=1C=C(C=C(C1C1CCCC(=C1)C)O)CCCCC